4-[[4-(4-aminophenyl)piperazin-1-yl]methyl]-1-(4-nitrophenyl)piperidin-4-ol NC1=CC=C(C=C1)N1CCN(CC1)CC1(CCN(CC1)C1=CC=C(C=C1)[N+](=O)[O-])O